BrC1=NC=2C3=C1N(N=C3C(C(C2)C2C(NC(CC2)=O)=O)=O)C 3-(3-bromo-2-methyl-7-oxo-2,7-dihydro-6H-pyrrolo[4,3,2-cd]indazol-6-yl)piperidine-2,6-dione